4-[4-(cyclopropanecarbonylamino)-2-pyrrolidin-1-ylbenzoyl]-3-(3-fluorophenyl)piperazine-1-carboxylic acid tert-butyl ester C(C)(C)(C)OC(=O)N1CC(N(CC1)C(C1=C(C=C(C=C1)NC(=O)C1CC1)N1CCCC1)=O)C1=CC(=CC=C1)F